P(=O)(O)(O)CN(CC(=O)[O-])CC(=O)[O-].[Fe+3].P(=O)(O)(O)CN(CC(=O)[O-])CC(=O)[O-].P(=O)(O)(O)CN(CC(=O)[O-])CC(=O)[O-].[Fe+3] Iron(III) N-(Phosphonomethyl)iminodiacetate